2-(4-fluoro-2-methoxyphenoxy)-N-(6-oxo-1,6-dihydropyridazin-4-yl)-5-(trifluoromethoxy)benzamide ethyl-(E)-2-[2-(dimethylamino)-5-pyrimidinylcarbonylamino]-5,5-dimethyl-3-hexenoate C(C)OC(C(\C=C\C(C)(C)C)NC(=O)C=1C=NC(=NC1)N(C)C)=O.FC1=CC(=C(OC2=C(C(=O)NC=3C=NNC(C3)=O)C=C(C=C2)OC(F)(F)F)C=C1)OC